N1=CC(=CC=C1)CC(CC)=O 1-(3-pyridyl)-butanone